FC1=C(C=C(C=C1)N[C@@H]1C(NC(CC1)=O)=O)N1CCN(CC1)CC1CCNCC1 (S)-3-((4-Fluoro-3-(4-(piperidin-4-ylmethyl)piperazin-1-yl)phenyl)amino)piperidine-2,6-dione